FC(CN1C=NC=C1C(=O)N)(F)F 3-(2,2,2-trifluoroethyl)imidazole-4-carboxamide